1,4-dichloro-6-cyclopropylpyrido[3,4-d]pyridazin-7(6H)-one ClC=1C=2C(C(=NN1)Cl)=CN(C(C2)=O)C2CC2